2'-(2,6-difluoro-3,5-dimethoxyphenyl)-6'-(1-(2-(dimethylamino)ethyl)-3-methyl-1H-pyrazol-4-yl)-1'H-spiro[cyclopropane-1,4'-[2,7]naphthyridine]-3'(2'H)-one FC1=C(C(=C(C=C1OC)OC)F)N1CC2=CN=C(C=C2C2(C1=O)CC2)C=2C(=NN(C2)CCN(C)C)C